N-[2-[(3-cyano-2-pyridinyl)amino]ethyl]-2-[(2-thienylmethyl)thio]-benzamide C(#N)C=1C(=NC=CC1)NCCNC(C1=C(C=CC=C1)SCC=1SC=CC1)=O